lead-zinc chloride [Cl-].[Zn+2].[Pb+2].[Cl-].[Cl-].[Cl-]